Tyramin NCCC1=CC=C(C=C1)O